C(C)(C)C1=NN(C=2CN(C(CC21)=O)C)C=2C=CC=C1C=C(N=CC21)C=2C=CC(=NC2)C(=O)OC Methyl 5-(8-(3-isopropyl-6-methyl-5-oxo-4,5,6,7-tetrahydro-1H-pyrazolo[3,4-c]pyridin-1-yl)isoquinolin-3-yl)picolinate